1-((2R,3R,4R,5R)-3-fluoro-4-hydroxy-5-(hydroxymethyl)tetrahydrofuran-2-yl)-5-iodopyrimidine-2,4(1H,3H)-dione F[C@H]1[C@@H](O[C@@H]([C@H]1O)CO)N1C(NC(C(=C1)I)=O)=O